BrC=1C=C(C=CC1)C=1C=CC=2NC=3C=CC=CC3C2N1 (3-bromophenyl)-5H-pyrido[3,2-b]indole